Tert-butyl ((1R,2S)-2-(3,4-difluorophenyl)cyclopropyl)(3-((3S,4R,5R)-5-(dimethoxymethyl)-4-hydroxytetrahydrofuran-3-yl)-5-(propylthio)-3H-[1,2,3]triazolo[4,5-d]pyrimidin-7-yl)carbamate FC=1C=C(C=CC1F)[C@H]1[C@@H](C1)N(C(OC(C)(C)C)=O)C=1C2=C(N=C(N1)SCCC)N(N=N2)[C@H]2CO[C@H]([C@@H]2O)C(OC)OC